FC(OC1=CC=C(C=C1)C1(CC1)C(NO)=N)F 1-(4-(difluoromethoxy)phenyl)-N-hydroxycyclopropane-1-carboximidamide